4-bromo-7-fluorobenzo[b]thiophene BrC1=CC=C(C=2SC=CC21)F